O1CC(C1)OC1=NC(=NC=C1C(F)(F)F)NC=1SC(=CN1)C1=NN=C2N1C=CC=C2 N-[4-(oxetan-3-yloxy)-5-(trifluoromethyl)pyrimidin-2-yl]-5-([1,2,4]triazolo[4,3-a]pyridin-3-yl)thiazol-2-amine